(S)-5-((1-(3-(5-methyl-3-(trifluoromethyl)-8,9-dihydropyrido[3',2':4,5]pyrrolo[1,2-a]pyrazin-7(6H)-yl)-3-oxopropoxy)propan-2-yl)amino)-4-(trifluoromethyl)pyridazine CC=1C2=C(N3C1CN(CC3)C(CCOC[C@H](C)NC=3C(=CN=NC3)C(F)(F)F)=O)N=CC(=C2)C(F)(F)F